N1=CN=C2NC=NC2=C1C=1C(=NC=CC1)NC=1C=C(C=CC1C)NC(C1=CC(=C(C=C1)Cl)C1(CC1)C#N)=O N-(3-((3-(9H-purin-6-yl)pyridin-2-yl)amino)-4-methylphenyl)-4-chloro-3-(1-cyanocyclopropyl)benzamide